C1(=CC=CC=C1)COC1=CC=C(C=C1)NC(=O)C1=C(N(C(=C1)C1=C(C=CC(=C1)Cl)C(=O)N1CC2=CC=CC=C2C[C@H]1CN1CCOCC1)C)C N-[4-(phenylmethoxy)phenyl]-5-(5-chloro-2-{[(3S)-3-(morpholin-4-ylmethyl)-3,4-dihydroisoquinolin-2(1H)-yl]carbonyl}phenyl)-1,2-dimethyl-1H-pyrrole-3-carboxamide